NC=1C(=C(C=C2C=C(N=CC12)NC(OC1CC2(CNC2)C1)=O)C1=C(C2=C(OCCN2)N=C1)C)F 2-Azaspiro[3.3]heptan-6-yl (8-amino-7-fluoro-6-(8-methyl-2,3-dihydro-1H-pyrido[2,3-b][1,4]oxazin-7-yl)isoquinolin-3-yl)carbamate